2,4,5,6-Tetraiodo-1,3-benzenedicarboxylic acid IC1=C(C(=C(C(=C1C(=O)O)I)I)I)C(=O)O